10-Methoxy-N-{3-[(methylamino)methyl]phenyl}-7-thia-2,5-diazatricyclo[6.4.0.02,6]dodeca-1(8),3,5,9,11-pentaene-4-carboxamide COC1=CC=2SC3=NC(=CN3C2C=C1)C(=O)NC1=CC(=CC=C1)CNC